2-hydroxy-ethylene OC=C